O[C@@H](COC1=NC=C(C=N1)NC(O[C@@H](COC1=C(C=C2C(=N1)SC(=N2)C2=C1N=CC(=NC1=CC(=C2)C)OC)F)C)=O)C (R)-1-((6-fluoro-2-(2-methoxy-7-methylquinoxalin-5-yl)thiazolo[5,4-b]pyridin-5-yl)oxy)propan-2-yl (2-((R)-2-hydroxypropoxy)pyrimidin-5-yl)carbamate